CC1=C(C(=NO1)C=1C=NC(=CC1)C)COC1=CC=C(N=N1)C(=O)N[C@H]1COCCC1 (R)-6-((5-Methyl-3-(6-methylpyridin-3-yl)isoxazol-4-yl)methoxy)-N-(tetrahydropyran-3-yl)pyridazin-3-carboxamid